CN(CCCOC=1SC(=CN1)CNC(=O)C1=CC2=C(OC3=C(C(N2)=O)C=CC=C3)C=C1)C N-((2-(3-(dimethylamino)propoxy)thiazol-5-yl)methyl)-11-oxo-10,11-dihydrodibenzo[b,f][1,4]oxazepine-8-carboxamide